S1C(=CC=C1)N[C@@H](C)C(=O)O (2-thienyl)alanine